ClC1=CC=C(C(=N1)C(=O)NS(=O)(=O)C)N[C@H](C)C=1C=C(C=C2C(N(C(=NC12)N1CCC(CC1)C1=NN(C=C1F)C)C)=O)C1CC1 (R)-6-chloro-3-((1-(6-cyclopropyl-2-(4-(4-fluoro-1-methyl-1H-pyrazol-3-yl)piperidin-1-yl)-3-methyl-4-oxo-3,4-dihydroquinazolin-8-yl)ethyl)amino)-N-(methylsulfonyl)picolinamide